octacarbene C=CCCCCCC